C(#N)C12C(OC3C(C(CC31)C2)O)=O 1-cyano-5-hydroxy-3-oxatricyclo[4.2.1.04,8]nonane-2-on